Ethyl (2E,3E)-2-[2-(2-fluorophenyl)hydrazinylidene]-3-(hydroxyimino)propanoate FC1=C(C=CC=C1)N\N=C(\C(=O)OCC)/C=N/O